tert-butyl (2S,5S)-5-(4-chlorobenzyl)-2-((2,5-dioxopyrrolidin-1-yl)methyl)morpholine-4-carboxylate ClC1=CC=C(C[C@H]2CO[C@H](CN2C(=O)OC(C)(C)C)CN2C(CCC2=O)=O)C=C1